N-(6-chloro-4-(2-methoxyethoxy)pyridin-3-yl)-3-(2-isopropylphenyl)-1-sulfamoylazetidine-3-carboxamide ClC1=CC(=C(C=N1)NC(=O)C1(CN(C1)S(N)(=O)=O)C1=C(C=CC=C1)C(C)C)OCCOC